C(#N)[Cd-2](C#N)(C#N)C#N.[K+].[K+] potassium tetra-cyanocadmium (II)